N-(3-(5-(2-((2,2-dioxido-2-thiaspiro[3.3]heptan-6-yl)amino)-pyrimidin-4-yl)-2-(2,2,4-trimethylpiperazin-1-yl)thiazol-4-yl)-2-fluorophenyl)-2,6-difluorobenzenesulfonamide O=S1(CC2(C1)CC(C2)NC2=NC=CC(=N2)C2=C(N=C(S2)N2C(CN(CC2)C)(C)C)C=2C(=C(C=CC2)NS(=O)(=O)C2=C(C=CC=C2F)F)F)=O